2,4'-biphenol C=1(C(=CC=CC1)C1=CC=C(C=C1)O)O